C(C)(C)(C)OC(=O)N1C[C@@H]2COC3=C(CN2CC1)C=C(C(=C3C#C[Si](C)(C)C)Br)Cl (12AR)-9-bromo-8-chloro-10-[(trimethylsilyl)ethynyl]-3,4,12,12a-tetrahydro-6H-pyrazino[2,1-c][1,4]benzoxazepine-2(1H)-carboxylic acid tert-butyl ester